CC1=NC(=C(C(=C1C)N)C)C 2,3,5,6-tetramethyl-4-pyridineamine